C(C)NC(=O)N1[C@H]([C@H](CCC1)NS(=O)(=O)C)CC1=CC(=CC=C1)O[Si](C(C)C)(C(C)C)C(C)C cis-N-ethyl-3-((methylsulfonyl)amino)-2-(3-((triisopropylsilyl)oxy)benzyl)piperidine-1-carboxamide